o-nitro-L-phenylalanine [N+](=O)([O-])C1=C(C[C@H](N)C(=O)O)C=CC=C1